C(CCCCCCCCCCCCCCCCCCCCC)C=1C=CSC1 4-behenyl-thiophene